P(=O)(O)(O)O[C@H]1C[C@@H](O[C@@H]1CO)N1C=NC=2C(N)=NC=NC12 deoxyadenosine-3'-phosphate